ClC1=C(C=CC=C1)S(=O)(=O)N1C(=NC2=C1C=CC=C2)SCCCCOC2=C(OC1=CC(=CC(=C1C2=O)OC)OC)C2=CC(=C(C(=C2)OC)OC)OC 3-(4-((1-((2-chlorophenyl)sulfonyl)-1H-benzimidazol-2-yl)thio)butoxy)-5,7-dimethoxy-2-(3,4,5-trimethoxyphenyl)-4H-chromen-4-one